CC1=NC2=CC=C3C(=C2C1(C)C)CC(C1=CC=CC=C13)(C)C 2,3,3,5,5-pentamethyl-4,5-dihydro-3H-naphtho[2,1-e]indole